FC=1C=C2CCC(C2=C(C1C=1C=C2C(=CN1)NN=C2C2=CC=C(C=C2)N2CCN(CC2)C)F)NC 5,7-Difluoro-N-methyl-6-(3-(4-(4-methylpiperazin-1-yl)phenyl)-1H-pyrazolo[3,4-c]pyridin-5-yl)-2,3-dihydro-1H-inden-1-amin